N-hydroxy-4-((1-isopropyl-1H-benzo[d]imidazol-2-yl)methyl)-3,4-dihydro-2H-benzo[b][1,4]oxazine-6-carboxamide ONC(=O)C1=CC2=C(OCCN2CC2=NC3=C(N2C(C)C)C=CC=C3)C=C1